ethyl 5-(3,4-difluoro-5-hydroxyphenyl)-1,2,4-oxadiazole-3-carboxylate FC=1C=C(C=C(C1F)O)C1=NC(=NO1)C(=O)OCC